N-(1-(3-methyl-1,2,4-oxadiazol-5-yl)ethyl)-6-(5-methylpyridin-2-yl)quinazolin-4-amine CC1=NOC(=N1)C(C)NC1=NC=NC2=CC=C(C=C12)C1=NC=C(C=C1)C